2-(4-Phenylbut-3-en-2-yl)-5-(pyrrolidin-1-yl)pyridine C1(=CC=CC=C1)C=CC(C)C1=NC=C(C=C1)N1CCCC1